CN1C=C(C2=NC=C(C=C21)B2OC(C(O2)(C)C)(C)C)C=O 1-methyl-6-(4,4,5,5-tetramethyl-1,3,2-dioxaborolan-2-yl)-1H-pyrrolo[3,2-b]-pyridine-3-carbaldehyde